OC1C=C(CC[C@H](N)C(=O)O)C=CC1(O)O 3,4-dihydroxyhomotyrosine